NS(=O)(=O)C1=C(N=C(S1)N(C(CC1=CC=C(C=C1)C1=NC=CC=C1)=O)C)C N-[5-(amino-sulfonyl)-4-methyl-1,3-thiazol-2-yl]-N-methyl-2-[4-(2-pyridinyl)phenyl]acetamide